NC([C@H](C[C@H]1C(NC(C1)(C)C)=O)NC([C@H](CC1CC1)NC(=O)C=1NC2=C(C=C(C=C2C1)OC)Cl)=O)=O N-[(1S)-2-[[(1S)-2-amino-1-[[(3R)-5,5-dimethyl-2-oxo-pyrrolidin-3-yl]methyl]-2-oxo-ethyl]amino]-1-(cyclopropylmethyl)-2-oxo-ethyl]-7-chloro-5-methoxy-1H-indole-2-carboxamide